bis(3-aminobenzoyl)-4,4'-diamino-3,3-dihydroxybiphenyl NC=1C=C(C(=O)C2=C(C(C(C(=C2)C2=CC=C(C=C2)N)C(C2=CC(=CC=C2)N)=O)(O)O)N)C=CC1